ClC1=C(C=C(C=C1)OC)NC1=C(C=NC2=CC(=C(C=C12)NC(=O)NC1CCN(CC1)C(C)C)OCC)C#N 1-(4-((2-Chloro-5-methoxyphenyl)amino)-3-cyano-7-ethoxyquinolin-6-yl)-3-(1-isopropylpiperidin-4-yl)urea